O1C2(OCC1)CC1(CC1CC2)CO rac-spiro[bicyclo[4.1.0]heptane-3,2'-[1,3]dioxolan]-1-yl-methanol